FC(OC1=NC=CC(=C1)C(C(=O)N1C2=NC(=C(C=C2CC[C@]12CNCC2)C2=NC=CC=N2)C)C)F 2-[2-(difluoromethoxy)pyridin-4-yl]-1-[(2S)-7-methyl-6-(pyrimidin-2-yl)-3,4-dihydro-1H-spiro[1,8-naphthyridine-2,3'-pyrrolidin]-1-yl]propan-1-one